1-(4-cyanobutyl)-3-(naphthalen-1-oyl)indole C(#N)CCCCN1C=C(C2=CC=CC=C12)C(=O)C1=CC=CC2=CC=CC=C12